5,6-difluoroisoindolin FC=1C=C2CNCC2=CC1F